N-[(1R)-1-[3-(difluoromethyl)-2-fluoro-phenyl]ethyl]-7-methoxy-6-(1-oxo-3,6-dihydro-2H-thiopyran-4-yl)quinazolin-4-amine FC(C=1C(=C(C=CC1)[C@@H](C)NC1=NC=NC2=CC(=C(C=C12)C=1CCS(CC1)=O)OC)F)F